NC=1C=CC=C2CN(C(C12)=O)[C@@H](COC)C1CC1 |r| (R and S)-7-amino-2-(1-cyclopropyl-2-methoxyethyl)isoindolin-1-one